1-[5-ethylsulfonyl-6-[2-oxo-1-(2,2,3,3,3-pentafluoropropyl)-4H-pyrido[3,4-d][1,3]oxazin-6-yl]-3-pyridyl]cyclopropanecarbonitrile C(C)S(=O)(=O)C=1C=C(C=NC1C1=CC2=C(N(C(OC2)=O)CC(C(F)(F)F)(F)F)C=N1)C1(CC1)C#N